ClC=1C=CC2=C(OCCN2C(C)C=2C=C(C=C3C(N(C=4N(C23)C=NC4C4CCNCC4)C)=O)C)N1 9-(1-(6-chloro-2,3-dihydro-1H-pyrido[2,3-b][1,4]oxazin-1-yl)ethyl)-4,7-dimethyl-3-(piperidin-4-yl)imidazo[1,5-a]quinazolin-5(4H)-one